ClC1=C(C=CC=C1C1=NC=CC(=C1Cl)C1=NC(=C(C=C1)CNCC1NC(CC1)=O)OC)NC1=NC=CC(=C1F)CN1CC(CC1)C(=O)O 1-((2-((2-chloro-3-(3'-chloro-6-methoxy-5-((((5-oxopyrrolidin-2-yl)methyl)amino)methyl)-[2,4'-bipyridin]-2'-yl)phenyl)amino)-3-fluoropyridin-4-yl)methyl)pyrrolidine-3-carboxylic acid